NC\C=C(\CN1N=NC2=C1C=C(C=C2C2=CC(=CC=C2)S(=O)(=O)C)C(=O)NC)/F (Z)-1-(4-amino-2-fluorobut-2-en-1-yl)-N-methyl-4-(3-(methylsulfonyl)phenyl)-1H-benzo[d][1,2,3]triazol-6-carboxamide